1-(5-(3-ethyl-2-methyl-3H-imidazo[4,5-b]pyridin-5-yl)pyrrolo[2,1-f][1,2,4]triazin-2-yl)cyclohexane-1,4-diamine C(C)N1C(=NC=2C1=NC(=CC2)C=2C=CN1N=C(N=CC12)C1(CCC(CC1)N)N)C